NCCCNCCNCCCN N,N'-bis(3-aminopropyl)-ethylendiamine